1-isothiocyanatomethyl-sulfinyl-octane N(=C=S)CS(=O)CCCCCCCC